BrC1=C(C(=C(S1)NC(=O)OC(C)(C)C)C(=O)OC)C methyl 5-bromo-2-((tert-butoxycarbonyl)amino)-4-methylthiophene-3-carboxylate